CCCCC(CCCCCCCCC(CCC)=O)=O heptadecane-5,14-dione